FC=1C=C2C(=CNC2=CC1)C1N(CCC2=CC(=CC=C12)C1=CC(=CC=C1)OC)C(=O)N (5-fluoro-1H-indol-3-yl)-6-(3-methoxyphenyl)-3,4-dihydroisoquinoline-2(1H)-carboxamide